(S)-1-cyclobutyl-N-(3-(1-((1-methyl-1H-pyrazolo[3,4-b]pyrazin-6-yl)amino)ethyl)phenyl)-1H-pyrazole-4-carboxamide C1(CCC1)N1N=CC(=C1)C(=O)NC1=CC(=CC=C1)[C@H](C)NC1=CN=C2C(=N1)N(N=C2)C